(R)-3-(4-((2-allyl-1-(7-ethyl-7-hydroxy-6,7-dihydro-5H-cyclopenta[b]pyridin-2-yl)-3-oxo-2,3-dihydro-1H-pyrazolo[3,4-d]pyrimidin-6-yl)amino)phenyl)propyl methanesulfonate CS(=O)(=O)OCCCC1=CC=C(C=C1)NC1=NC=C2C(=N1)N(N(C2=O)CC=C)C2=CC=C1C(=N2)[C@@](CC1)(O)CC